O1C2=C(OCC1)C=C(C=C2)N2[Se]C1=C(C2)C=C(C=C1)F 2-(2,3-dihydrobenzo[b][1,4]dioxin-6-yl)-5-fluorobenzo[d][1,2]selenazol